C(C)N(C(=O)N)CCCCCCCCCCCC N-ethyl-N-dodecylurea